2-[[2-[[5-AMINO-2-(3-METHOXY-3-OXO-PROPYL)BENZOYL]AMINO]ACETYL]AMINO]ACETIC ACID NC=1C=CC(=C(C(=O)NCC(=O)NCC(=O)O)C1)CCC(=O)OC